Cl.O1CCCOC12CC1(CCNCC1)C2 1,5-Dioxa-11-azadispiro[5.1.5.1]tetradecane hydrogen chloride